C1(=CC=CC=2C3=CC=CC=C3C=CC12)C1=NNC2=C1C=CC=C2 phenanthryl-benzodiazole